1-(4-methoxybenzyl)-4-((triisopropylsilyl)ethynyl)-1H-pyrazole COC1=CC=C(CN2N=CC(=C2)C#C[Si](C(C)C)(C(C)C)C(C)C)C=C1